ammonium iron 2-((1r,3r)-3-(5-(2-aminopropan-2-yl)pyridin-2-yl)cyclobutyl)-N-(2,4-dimethoxybenzyl)-7-methoxy-[1,2,4]triazolo[1,5-c]quinazolin-5-amine NC(C)(C)C=1C=CC(=NC1)C1CC(C1)C1=NN2C(=NC=3C(=CC=CC3C2=N1)OC)NCC1=C(C=C(C=C1)OC)OC.[Fe+2].[NH4+]